bis(2-(dodecyldisulfanyl)ethyl) 3,3'-((3-methyl-9-oxo-10-oxa-13,14-dithia-3,6-diazahexacosyl) azanediyl)dipropionate CN(CCN(CCC(=O)OCCSSCCCCCCCCCCCC)CCC(=O)OCCSSCCCCCCCCCCCC)CCNCCC(OCCSSCCCCCCCCCCCC)=O